4-((R)-3-((cyclobutylmethyl)amino)piperidin-1-yl)-1-(1-(4-(5-(dimethyl-amino)pyridazin-3-yl)-1H-1,2,3-triazol-1-yl)ethyl)pyridin-2(1H)-one C1(CCC1)CN[C@H]1CN(CCC1)C1=CC(N(C=C1)C(C)N1N=NC(=C1)C=1N=NC=C(C1)N(C)C)=O